COC([C@@H](N)CC(C)(C)C=O)=O 4-formylleucine methyl ester